7-chloro-3-((((3aR,7aR)-3a,4,5,6,7,7a-hexahydro-1H-benzo[d]imidazol-2-yl)thio)methyl)-5H-thiazolo[2,3-b]quinazoline ClC=1C=C2CN3C(=NC2=CC1)SC=C3CSC3=N[C@H]1[C@H](N3)CCCC1